S(=O)(=O)(ON1[C@@H]2CC[C@H](N(C1=O)C2)C(NC(=O)C2CCS(CC2)(=O)=O)=N)O (2S,5R)-2-(N-(1,1-dioxidotetrahydro-2H-thiopyran-4-carbonyl) carbamimidoyl)-7-oxo-1,6-diazabicyclo[3.2.1]octan-6-yl hydrogen sulfate